C1(CCCCC1)C1=NN(C=N1)S(=O)(=O)C1=CC=C(C(=O)NCC#C)C=C1 4-((3-cyclohexyl-1H-1,2,4-triazol-1-yl)sulfonyl)-N-(prop-2-yn-1-yl)benzamide